3-hydroxy-2-methyl-5-nitrobenzoic acid OC=1C(=C(C(=O)O)C=C(C1)[N+](=O)[O-])C